6-bromo-4-(1-(3-oxo-3-(4-(5-(trifluoromethyl)pyrimidin-2-yl)piperazin-1-yl)propoxy)ethyl)phthalazin-1(2H)-one BrC=1C=C2C(=NNC(C2=CC1)=O)C(C)OCCC(N1CCN(CC1)C1=NC=C(C=N1)C(F)(F)F)=O